2,6-DIFLUORO-PHENYLISOCYANIDE FC1=C(C(=CC=C1)F)[N+]#[C-]